(R)-α-cyano-3-phenoxybenzyl (1S,3S)-3-(2,2-dichlorovinyl)-2,2-dimethylcyclopropanecarboxylate ClC(=C[C@H]1C([C@H]1C(=O)O[C@H](C1=CC(=CC=C1)OC1=CC=CC=C1)C#N)(C)C)Cl